C1N(CCC2=CC=CC=C12)C[C@H](CN1CCOC2=C(C1=O)C=CC(=C2)OC2CCC(CC2)N(C)CCF)O 4-[(2R)-3-(3,4-dihydro-1H-isoquinolin-2-yl)-2-hydroxypropyl]-8-[4-[2-fluoroethyl(methyl)amino]cyclohexoxy]-2,3-dihydro-1,4-benzoxazepine-5-one